CN(CC(CN(C)CCCNC1=CC(=NC2=CC=CC=C12)C1=CC=C(C=C1)OC)O)C 1-(Dimethylamino)-3-((3-((2-(4-methoxyphenyl)quinolin-4-yl)-amino)propyl)(methyl)amino)propan-2-ol